(Z)-4-(2-(2-(9-(cyclopropylmethyl)-2,9-diazaspiro[5.5]undecan-2-yl)-4-(pyridin-2-yloxy)-3-(trifluoromethyl)phenyl)-1-fluorovinyl)-2-(pyridazin-4-yl)thiazole C1(CC1)CN1CCC2(CCCN(C2)C2=C(C=CC(=C2C(F)(F)F)OC2=NC=CC=C2)\C=C(/F)\C=2N=C(SC2)C2=CN=NC=C2)CC1